C(CCC)N(C(=O)OCC1=C(N=NN1C)C=1N=C(C(=NC1)O[C@@H]1C[C@H](CCC1)C(=O)O)C)C (1S,3S)-3-((5-(5-(((butyl-(methyl)carbamoyl)oxy)methyl)-1-methyl-1H-1,2,3-triazol-4-yl)-3-methylpyrazin-2-yl)oxy)cyclohexane-1-carboxylic acid